BrC=1C=C(C=CC1)CCC1=C(C(=O)N)C=CC(=C1)F (3-bromophenyl-ethyl)-4-fluorobenzamide